S(N)(=O)(=O)C=1C=C(C=CC1)NC(=O)C=1C(=NC=C(C1)C(F)(F)F)N1CCN(CC1)C(=O)OC methyl 4-[3-[(3-sulfamoylphenyl) carbamoyl]-5-(trifluoro-methyl)-2-pyridyl]-piperazine-1-carboxylate